(S)-Methyl 2-((tert-butoxycarbonyl)amino)-3-(4'-((4-methoxybenzyl)oxy)-2'-vinyl-[1,1'-biphenyl]-4-yl)propanoate C(C)(C)(C)OC(=O)N[C@H](C(=O)OC)CC1=CC=C(C=C1)C1=C(C=C(C=C1)OCC1=CC=C(C=C1)OC)C=C